4-(3-cyano-6-(1-methyl-1H-pyrazol-4-yl)pyrazolo[1,5-a]pyridin-4-yl)-3,6-dihydropyridine C(#N)C=1C=NN2C1C(=CC(=C2)C=2C=NN(C2)C)C=2CC=NCC2